C(N)(OCCC1=C(C=2C(=NC=CC2)N1C1CCN(CC1)[C@@H]1CC[C@@H](CC1)C(C)C)CN)=O 2-(3-(aminomethyl)-1-(1-(cis-4-isopropylcyclohexyl) piperidin-4-yl)-1H-pyrrolo[2,3-b]pyridin-2-yl)ethyl carbamate